4-chlorobenzenemethanethiol ClC1=CC=C(C=C1)CS